(S)-5-bromo-2-(3-(5-(trifluoromethyl)pyridin-2-yloxy)pyrrolidin-1-yl)benzonitrile BrC=1C=CC(=C(C#N)C1)N1C[C@H](CC1)OC1=NC=C(C=C1)C(F)(F)F